C=1N=CN2C1C1=CC=CC=C1[C@@H]2[C@@H]2COCCC[C@@H]2O (3R,4S)-3-((S)-5H-Imidazo[5,1-a]isoindol-5-yl)oxepan-4-ol